CNC=1N=CC(=C2C=C(N=CC12)NC(=O)C1CC1)C=1OC2=C(N1)C=C(C=C2)OC2COCC2 N-(8-(methylamino)-5-(5-((tetrahydrofuran-3-yl)oxy)benzo[d]oxazol-2-yl)-2,7-naphthyridin-3-yl)cyclopropanecarboxamide